N1=CN=CC(=C1)C=1C=CC=C2C(=NC=NC12)N 8-(pyrimidin-5-yl)quinazolin-4-amine